OC(CC1=C(C=CC(=C1OC)NCC#CC=1N(C2=CC=CC(=C2C1)NC1CCS(CC1)(=O)=O)CC(F)(F)F)S(=O)(=O)N)CO (2,3-dihydroxypropyl)-4-((3-(4-((1,1-dioxidotetrahydro-2H-thiopyran-4-yl)amino)-1-(2,2,2-trifluoroethyl)-1H-indol-2-yl)prop-2-yn-1-yl)amino)-3-methoxybenzenesulfonamide